4-dehydro-α-D-mannose O[C@@H]1[C@@H](O)[C@@H](O)C(=O)[C@H](O1)CO